C(C)N1CCN(CC1)C=1C=CC(=NC1)NC1=NC=C(C(=N1)C1=CC2=[N+](C=CC(=C2S1)C(C)C)[O-])F N-[5-(4-Ethylpiperazin-1-yl)pyridin-2-yl]-5-fluoro-4-(4-oxido-7-propan-2-ylthieno[3,2-b]pyridin-4-ium-2-yl)pyrimidin-2-amine